N-(2-(2-(4-((3-(2,3-Difluoro-4-methoxyphenyl)imidazo[1,2-a]pyrazin-8-yl)amino)-2-ethylbenzamido)ethoxy)ethyl)-2-ethoxy-N,N-dimethyl-2-oxoethan-1-aminium formate C(=O)[O-].FC1=C(C=CC(=C1F)OC)C1=CN=C2N1C=CN=C2NC2=CC(=C(C(=O)NCCOCC[N+](CC(=O)OCC)(C)C)C=C2)CC